2-(4-(3-(2,4-difluorophenyl)-4-oxo-3,4-dihydro-phthalazin-1-yl)piperazin-2-yl)-2-methylpropanoic acid FC1=C(C=CC(=C1)F)N1N=C(C2=CC=CC=C2C1=O)N1CC(NCC1)C(C(=O)O)(C)C